ethyl (S)-2-(2-(3-amino-1-methyl-1H-pyrazolo[3,4-b]pyrazin-5-yl)-7-(4-chlorophenyl)-5-methylbenzo[d]thiazol-6-yl)-2-(tert-butoxy)acetate NC1=NN(C2=NC=C(N=C21)C=2SC1=C(N2)C=C(C(=C1C1=CC=C(C=C1)Cl)[C@@H](C(=O)OCC)OC(C)(C)C)C)C